2-(2,6-dioxohexylpyridin-3-yl)-5-(piperazine-1-yl)isoindole-1,3-dione hydrochloride Cl.O=C(CC1=NC=CC=C1N1C(C2=CC=C(C=C2C1=O)N1CCNCC1)=O)CCCC=O